(S)-5-(1,4-dimethyl-6-oxo-1,6-dihydropyridin-3-yl)-2-(1-(4-ethoxy-5-fluoropyridin-2-yl)ethyl)-7-((2-methyl-1H-imidazol-1-yl)methyl)-3,4-dihydroisoquinolin-1(2H)-one CN1C=C(C(=CC1=O)C)C1=C2CCN(C(C2=CC(=C1)CN1C(=NC=C1)C)=O)[C@@H](C)C1=NC=C(C(=C1)OCC)F